NC1=NC=NN2C1=CC=C2[C@H]2[C@@H]([C@@H]([C@@](O2)(C#N)COP(=O)(OC2=CC=CC=C2)N[C@@H](C)C(=O)O[C@H]2CN(CC2)C)O)O (R)-1-methylpyrrolidin-3-yl ((((2R,3S,4R,5S)-5-(4-aminopyrrolo[2,1-f][1,2,4]triazin-7-yl)-2-cyano-3,4-dihydroxytetrahydrofuran-2-yl)methoxy)(phenoxy)phosphoryl)-L-alaninate